C1(CC1)C([C@@H](C(=O)NC1=CC=C(C=C1)C=1C(=NN(C1C)COCC[Si](C)(C)C)C)NC(=O)C=1N(N=CC1)CCCS(=O)C)C1CC1 N-[(1S)-1-(dicyclopropylmethyl)-2-[4-[3,5-dimethyl-1-(2-trimethylsilylethoxymethyl)pyrazol-4-yl]anilino]-2-oxo-ethyl]-2-(3-methylsulfinylpropyl)pyrazole-3-carboxamide